P(OC1=CC=C(C=C1)C)(OC1=CC=C(C=C1)C)OC1=CC=C(C=C1)C tri-para-tolyl phosphite